[Ag].[Al] Aluminum-silver